N\C(=C/C(=O)OCCSCCOC(\C=C(\C)/N)=O)\C thiodiethylene bis(3-aminocrotonate)